OC(C)C1=NN(C(C=2N1C1=C(C2)C=CS1)=O)CC(=O)N 2-(8-(1-hydroxyethyl)-5-oxothieno[3',2':4,5]pyrrolo[1,2-d][1,2,4]triazin-6(5H)-yl)acetamide